2-fluoro-5,7-dimethylindole FC=1NC2=C(C=C(C=C2C1)C)C